C(C)(C)(C)OC(=O)N([C@@H](CC1=CC=CC=C1)C(=O)OC)C methyl N-(tert-butoxycarbonyl)-N-methyl-L-phenylalaninate